ClC1=NC=CC(=C1C)NC(=O)C1=C(C(=NN1CC1CCC(CC1)(F)F)C)C(F)(F)F N-(2-chloro-3-methylpyridin-4-yl)-1-((4,4-difluorocyclohexyl)methyl)-3-methyl-4-(trifluoromethyl)-1H-pyrazole-5-carboxamide